5-Oxo-4-(4-trifluoromethylbenzyl)-4,6,8,9-tetrahydrothiazolo[4,5-c][2,7]naphthyridine O=C1N(C2=C(C=3CCNCC13)SC=N2)CC2=CC=C(C=C2)C(F)(F)F